1,3,4-oxadiazol-2(3H)-one hydrochloride hydrochloride Cl.Cl.O1C(NN=C1)=O